N-[(1R,3S)-3-{[6-methyl-2-(trifluoromethyl)quinolin-4-yl]amino}cyclohexyl]-3-[(trifluoromethyl)sulfonyl]benzamide CC=1C=C2C(=CC(=NC2=CC1)C(F)(F)F)N[C@@H]1C[C@@H](CCC1)NC(C1=CC(=CC=C1)S(=O)(=O)C(F)(F)F)=O